indium oleic acid C(CCCCCCC\C=C/CCCCCCCC)(=O)O.[In]